NC1=NC=NC=2C3=C(CC(C12)(C)C)C(=C(C=C3)Br)N(CCC#N)C 3-[(4-amino-8-bromo-5,5-dimethyl-6H-benzo[h]quinazolin-7-yl)-methyl-amino]propanenitrile